phosphono-3-fluorovinyl-indole P(=O)(O)(O)C=1NC2=CC=CC=C2C1C=CF